(1-methyl-1H-indol-6-yl)-7-(2-morpholinoethoxy)quinazoline-4,6-diamine CN1C=CC2=CC=C(C=C12)C1=NC2=CC(=C(C=C2C(=N1)N)N)OCCN1CCOCC1